C1(CC1)N1N=CC(=C1)C1=NC=CC(=N1)NC1=CC2=C(C=N1)C(=NN2C(C)C)N2[C@@H]([C@H](C2)CS(=O)(=O)C)C N-(2-(1-cyclopropyl-1H-pyrazol-4-yl)pyrimidin-4-yl)-1-isopropyl-3-((2R,3S)-2-methyl-3-((methanesulfonyl)methyl)azetidin-1-yl)-1H-pyrazolo[4,3-c]pyridin-6-amine